NCCOC1=C(C=C(C=C1)NC1=NC=2N(C(=C1)NC1CC1)N=CC2C#N)C[S@](=O)C |r| (±)-5-((4-(2-Aminoethoxy)-3-((methylsulfinyl)methyl)phenyl)amino)-7-(cyclopropylamino)pyrazolo[1,5-a]pyrimidin-3-carbonitril